(2R,3aS,6S,6aR)-6-((2-amino-3-fluoroquinolin-7-yl)methyl)-2-(4-amino-7H-pyrrolo[2,3-d]pyrimidin-7-yl)hexahydro-3aH-cyclopenta[b]furan-3,3a-diol NC1=NC2=CC(=CC=C2C=C1F)C[C@@H]1CC[C@]2([C@@H]1O[C@H](C2O)N2C=CC1=C2N=CN=C1N)O